(2R)-2-[[6,8-bis(trifluoromethyl)-[1,2,4]triazolo[4,3-a]pyridin-3-yl]amino]acrylamide FC(C=1C=C(C=2N(C1)C(=NN2)NC(C(=O)N)=C)C(F)(F)F)(F)F